3-(5-methylisothiazol-3-yl)-[1,2,4]triazolo[4,3-b]pyridazine-6-carboxamide CC1=CC(=NS1)C1=NN=C2N1N=C(C=C2)C(=O)N